FC(=C1CCN(CC1)C1=NN2C(NC(=C(C2=O)N2CCN([C@@H]3CC[C@@H]23)C(=O)OC(C)(C)C)CC)=N1)F trans-tert-butyl 5-(2-(4-(difluoromethylene) piperidin-1-yl)-5-ethyl-7-oxo-4,7-dihydro-[1,2,4]triazolo[1,5-a]pyrimidin-6-yl)-2,5-diazabicyclo[4.2.0]octane-2-carboxylate